C(#N)C1=C(C(=NC(=C1)C1=CC=CC2=CC=CC=C12)C(CCC(=O)O)=O)O 4-(4-Cyano-3-hydroxy-6-naphthalen-1-yl-pyridin-2-yl)-4-oxo-butyric acid